C1(CC1)NC(C1=C(C=C(C=C1OC)C1=CN=C2N1C=CC(=C2)OCC2CN(C2)CCO)OC(F)F)=O N-cyclopropyl-2-(difluoromethoxy)-4-[7-[[1-(2-hydroxyethyl)azetidin-3-yl]methoxy]imidazo[1,2-a]pyridin-3-yl]-6-methoxy-benzamide